lithium methallyl alcohol monomaleate C(\C=C/C(=O)[O-])(=O)[O-].C(C(C)=C)O.[Li+].[Li+]